(1R)-2,2-difluoro-6-sulfamoyl-6-azaspiro[2.5]octane-1-carboxylic acid FC1([C@H](C12CCN(CC2)S(N)(=O)=O)C(=O)O)F